C1NCCC2=CC=CC=C12 racemic-tetrahydroisoquinoline